O=C1NC(CCC1N1CC2=CC=C(C=C2C1=O)N1CCN(CC1)CCN1CCC(CC1)C=1N=C2N(C=C(C(=C2)OC)NC(=O)C2=NC(=CC=C2)C(F)(F)F)C1)=O N-(2-(1-(2-(4-(2-(2,6-dioxopiperidin-3-yl)-3-oxoisoindolin-5-yl)piperazin-1-yl)ethyl)piperidin-4-yl)-7-methoxyimidazo[1,2-a]pyridin-6-yl)-6-(trifluoromethyl)pyridine-2-carboxamide